Cl(=O)(=O)(=O)[O-].[In+3].Cl(=O)(=O)(=O)[O-].Cl(=O)(=O)(=O)[O-] Indium perchlorat